C(C)(C)N1C(C=2C(CC1)=NNC2)=O 5-isopropyl-2,5,6,7-tetrahydro-4H-pyrazolo[4,3-c]pyridin-4-one